C(C)(C)(C)OC(=O)N[C@@H](C(=O)OC)CC=1C(NC=CC1)=O |o1:8| Methyl (R*)-2-((tert-butoxycarbonyl)amino)-3-(2-oxo-1,2-dihydropyridin-3-yl)propanoate